benzyl 4-[(4-ethoxycarbonylcyclohexoxy)methyl]piperidine-1-carboxylate C(C)OC(=O)C1CCC(CC1)OCC1CCN(CC1)C(=O)OCC1=CC=CC=C1